6-(4-azido-2-nitrophenylamino)sulfosuccinimidyl-caproic acid N(=[N+]=[N-])C1=CC(=C(C=C1)NCCCCC(C(=O)O)(N1C(CCC1=O)=O)S(=O)(=O)O)[N+](=O)[O-]